O1CCCC2=NC=C(C=C21)C(=O)O 3,4-dihydro-2H-pyrano[3,2-b]pyridine-7-carboxylic acid